ClC1=C(C=C(C=N1)C1=CC=C(C=C1)C1(CC1)C#N)SCC 1-[4-(6-chloro-5-ethylsulfanyl-3-pyridyl)phenyl]cyclopropanecarbonitrile